C[C@@H]1[C@@H](C1)N1C(C(=CC=C1)C(=O)O)=O 1-((1R,2S)-2-methylcyclopropyl)-2-oxo-1,2-dihydropyridine-3-carboxylic acid